C(C)N1N=C2C(=CC=C(C2=C1)N1CC(NCC1)CO)C(=O)NC=1C=C(C=2N(C1)C=C(N2)C)F 2-ethyl-N-{8-fluoro-2-methylimidazo[1,2-a]pyridin-6-yl}-4-[3-(hydroxymethyl)piperazin-1-yl]indazole-7-carboxamide